(E)-2-fluoro-3-Imino-3-(methylamino)-1-(p-tolylsulfonylamino)1-propene F/C(=C/NS(=O)(=O)C1=CC=C(C=C1)C)/C(NC)=N